7-benzyl-1-methyl-8-(1H-pyrazol-4-yl)-4H,6H-benzo[e][1,2,4]triazolo[3,4-c][1,4]oxazepine C(C1=CC=CC=C1)C1=C(C=CC=2N3C(COCC21)=NN=C3C)C=3C=NNC3